C(O)(=O)OCCOCCOCCOC(O)=O triethylene glycol biscarbonate